C(C)C=1C(NC=2C=C(C=NC2C1)CN1CCN(CC1)C=1C=CC=NC1)=O 5-(4-((7-Ethyl-6-oxo-5,6-dihydro-1,5-naphthyridin-3-yl)methyl)piperazin-1-yl)pyridine